8-(3-Chloro-2-(trifluoromethyl)phenyl)-9-(4-((1-(3-fluoropropyl)azetidin-3-yl)methyl)phenyl)-6,7-dihydro-5H-benzo[7]annulen ClC=1C(=C(C=CC1)C=1CCCC2=C(C1C1=CC=C(C=C1)CC1CN(C1)CCCF)C=CC=C2)C(F)(F)F